C(C1=CC=CC=C1)OC1=CC(=C(CC2=CC=C3C(=N2)C(=CN3S(=O)(=O)C3=CC=C(C)C=C3)C(C)C)C(=C1)C)C 5-(4-(Benzyloxy)-2,6-dimethylbenzyl)-3-isopropyl-1-p-toluenesulfonyl-1H-pyrrolo[3,2-b]pyridine